2-(4-((tert-butoxycarbonyl)amino)-3-fluorophenyl)thiazole C(C)(C)(C)OC(=O)NC1=C(C=C(C=C1)C=1SC=CN1)F